3-[(2,3-Dihydrothieno[3,4-b]-[1,4]dioxin-2-yl)methoxy]-1-methyl-1-propanesulfonic acid triethylammonium salt C(C)[NH+](CC)CC.O1C=2C(OCC1COCCC(S(=O)(=O)[O-])C)=CSC2